2-(3-fluorophenyl)-5-(1H-pyrrolo[2,3-b]pyridin-4-yl)-1-{[2-(trimethylsilyl)ethoxy]methyl}-1H-pyrrole-3-carboxylic acid FC=1C=C(C=CC1)C=1N(C(=CC1C(=O)O)C1=C2C(=NC=C1)NC=C2)COCC[Si](C)(C)C